furanyl acetate C(C)(=O)OC=1OC=CC1